CN1N=CC=2C1=NC=C(C2)B(O)O (1-methyl-1H-pyrazolo[3,4-b]pyridin-5-yl)boronic acid